ClC=1C(=C(C=CC1C)C=1CCCC2=C(C1C1=CC=C(C=C1)C=C1CN(C1)CCCF)C=CC(=C2)C(=O)O)C 8-(3-chloro-2,4-dimethylphenyl)-9-(4-((1-(3-fluoropropyl)azetidin-3-ylidene)methyl)phenyl)-6,7-dihydro-5H-benzo[7]annulene-3-carboxylic acid